(2-(benzyloxy)-4,6-dihydroxyphenyl)(4-((methylamino)methyl)isoindolin-2-yl)methanone C(C1=CC=CC=C1)OC1=C(C(=CC(=C1)O)O)C(=O)N1CC2=CC=CC(=C2C1)CNC